Cl.O[C@@H]1C[C@H](NC1)C=O ((2S,4R)-4-hydroxypyrrolidin-2-yl)methanone hydrochloride